(S)-3-(trifluoromethyl)-6,7,7a,8,10,11-hexahydropyrazino[1,2-d]pyrido[3,2-b][1,4]diazepin FC(C1=CC=2NCC[C@@H]3N(C2N=C1)CCNC3)(F)F